ClC=1C(N(C(=CC1OCC1=NC=CC=C1F)C)C1=CC(=NC=C1C)C1=NC(=NC=C1)C(C)(C)O)=O (P)-3-chloro-4-((3-fluoropyridin-2-yl)methoxy)-2'-(2-(2-hydroxypropan-2-yl)pyrimidin-4-yl)-5',6-dimethyl-2H-[1,4'-bipyridin]-2-one